[14C]ethylene [14CH2]=C